4H-benzo[f]imidazo[1,5-a][1,4]diazepin C1=NC=C2N1C1=C(C=NC2)C=CC=C1